dicarboxyl-amide C(=O)(O)[N-]C(=O)O